3-cyclopropyl-N6-(pentan-3-yl)-N8-(pyridazin-3-yl)-[1,2,4]triazolo[4,3-b]pyridazine-6,8-diamine C1(CC1)C1=NN=C2N1N=C(C=C2NC=2N=NC=CC2)NC(CC)CC